F[C@H]1C[C@H](N(C1)C)[C@H](C)OC1=CC(=NC(=N1)C1=NOC(=N1)C(C)(C)C1=C(C=CC=C1)F)O[C@@H]1C[C@H](NCC1)CC#N 2-[(2R,4S)-4-({6-[(1S)-1-[(2S,4S)-4-Fluoro-1-methylpyrrolidin-2-yl]ethoxy]-2-{5-[2-(2-fluorophenyl)propan-2-yl]-1,2,4-oxadiazol-3-yl}pyrimidin-4-yl}oxy)piperidin-2-yl]-acetonitrile